(E)-N-(4-(3-formyl-4-hydroxy-5-methoxystyryl)phenyl)isobutyramide C(=O)C=1C=C(/C=C/C2=CC=C(C=C2)NC(C(C)C)=O)C=C(C1O)OC